N1=C(C=CC=C1)S(=O)(=O)N1C(CCC1)C(=O)NCC=1C(N(C=C(C1)C1=CC=C(C=C1)C(F)(F)F)C(C)C)=O pyridin-2-ylsulfonyl-N-[[1-isopropyl-2-oxo-5-[4-(trifluoromethyl)phenyl]-3-pyridyl]methyl]pyrrolidine-2-carboxamide